(S)-N-(1-((1-cyanocyclopropyl)amino)-4-methyl-1-oxopentan-2-yl)-8-(4-methylpiperazin-1-yl)dibenzo[b,d]furan-3-carboxamide trifluoroacetate FC(C(=O)O)(F)F.C(#N)C1(CC1)NC([C@H](CC(C)C)NC(=O)C=1C=CC2=C(OC3=C2C=C(C=C3)N3CCN(CC3)C)C1)=O